C(C)(=O)N[C@H]1CN(CCC1)C=1N=NC(=C(N1)NC1=CC(=C(C=C1)N1CCN(CC1)CC1CCN(CC1)C=1C=NC(=CC1)NC1C(NC(CC1)=O)=O)F)C(=O)N 3-((R)-3-Acetamidopiperidin-1-yl)-5-((4-(4-((1-(6-((2,6-dioxopiperidin-3-yl)amino)pyridin-3-yl)piperidin-4-yl)methyl)piperazin-1-yl)-3-fluorophenyl)amino)-1,2,4-triazine-6-carboxamide